F[C@H]1CC2=CCCN2C1 (2S,7ar)-2-fluorotetrahydro-1H-pyrrolizin